ClC1=C(C#N)C=CC(=C1C)N1CC2(CC1)CCN(CC2)C2=CC=C(C=C2)C(=O)N2CCC(CC2)CN2CCN(CC2)C2=CC(=CC=C2)N[C@H]2C(NC(CC2)=O)=O |r| (±)-2-Chloro-4-(8-(4-(4-((4-(3-((2,6-dioxopiperidin-3-yl)amino)phenyl)piperazin-1-yl)methyl)piperidine-1-carbonyl)phenyl)-2,8-diazaspiro[4.5]decan-2-yl)-3-methylbenzonitrile